OCCN1C(C=2N=CN([C@H]3[C@H](O)[C@H](O)[C@@H](CO)O3)C2N=C1N)=O N1-(2-hydroxyethyl)guanosine